2-[2-[(3-fluorophenoxy)methyl]imidazo[1,2-a]pyrimidin-6-yl]-4-methyl-aniline FC=1C=C(OCC=2N=C3N(C=C(C=N3)C3=C(N)C=CC(=C3)C)C2)C=CC1